3-(4-amino-3-fluorophenyl)-7-(((1r,4r)-4-(dimethylamino)cyclohexyl)amino)-1-isopropyl-3,4-dihydropyrimido[4,5-d]pyrimidin-2(1H)-one NC1=C(C=C(C=C1)N1C(N(C2=NC(=NC=C2C1)NC1CCC(CC1)N(C)C)C(C)C)=O)F